2-(hexadecyloxy)acetic acid C(CCCCCCCCCCCCCCC)OCC(=O)O